tert-Butyl 3-(2-hydroxyethoxy)-2,2-dimethylpropanoate OCCOCC(C(=O)OC(C)(C)C)(C)C